C(C=C)(=O)N1C[C@H](C[C@@H]1COC)N1N=C(C(=C1NC)C(=O)N)C#CC=1C(=CC=2C3=C(N=NC2C1)CC[C@@H]3C)Cl 1-((3S,5R)-1-acryloyl-5-(methoxymethyl)pyrrolidin-3-yl)-3-(((S)-8-chloro-1-methyl-2,3-dihydro-1H-cyclopenta[c]cinnolin-7-yl)ethynyl)-5-(methylamino)-1H-pyrazole-4-carboxamide